1-(3-(5-(difluoromethyl)-3-(4-(trifluoromethyl)phenyl)-1H-pyrazolo[3,4-b]pyridin-1-yl)-azetidin-1-yl)-2-fluoroprop-2-en-1-one FC(C=1C=C2C(=NC1)N(N=C2C2=CC=C(C=C2)C(F)(F)F)C2CN(C2)C(C(=C)F)=O)F